ClC=1C=C(C=CC1F)C(NC1=NC(=C(C=C1)F)F)C=1NC(=C(N1)S(=O)(=N)C)C N-[(3-chloro-4-fluorophenyl)-[5-methyl-4-(methylsulfonimidoyl)-1H-imidazol-2-yl]methyl]-5,6-difluoropyridin-2-amine